C1(CC1)C1=CC=C(C(=N1)NC(=O)N1CC(CC1)(C1=NC=NS1)C1=CC(=C(C=C1)C)F)OC N-(6-cyclopropyl-3-methoxypyridin-2-yl)-3-(3-fluoro-4-methylphenyl)-3-(1,2,4-thiadiazol-5-yl)pyrrolidine-1-carboxamide